C(C)(C)=C1C[C@]2([C@@H](CC=CC2=CC1)C)C (8R,8aS)-2-Isopropylidene-8,8a-dimethyl-1,2,3,7,8,8a-hexahydronaphthalene